C(#N)CCNC1=NC(=NC=C1C(=O)N)NC=1C=NN(C1)C 4-((2-cyanoethyl)amino)-2-((1-methyl-1H-pyrazol-4-yl)amino)pyrimidin-5-carboxamide